methyl 3-((tetrahydro-2H-pyran-4-yl)oxy)isonicotinate O1CCC(CC1)OC1=C(C(=O)OC)C=CN=C1